4-aminocatechol NC=1C=C(C(O)=CC1)O